(2S,4R)-N-((R)-1-(4-carbamimidoylthiophen-2-yl)ethyl)-4-(difluoromethoxy)-1-((5,5-dioxidodibenzo[b,d]thiophene-2-carbonyl)glycyl)pyrrolidine-2-carboxamide C(N)(=N)C=1C=C(SC1)[C@@H](C)NC(=O)[C@H]1N(C[C@@H](C1)OC(F)F)C(CNC(=O)C1=CC2=C(S(C3=C2C=CC=C3)(=O)=O)C=C1)=O